butylammonium caesium [Cs+].C(CCC)[NH3+]